CC=1OC2=C(C1C(=O)NC1CN(CC1)CC(=O)OC)C=C(C=C2)OCC=2C(=NC=CC2)C(F)(F)F methyl 2-(3-(2-methyl-5-((2-(trifluoromethyl)pyridin-3-yl)methoxy)benzofuran-3-carboxamido)pyrrolidin-1-yl)acetate